CN[SiH](NC)NC N,N',N''-trimethylsilanetriamine